NC1=CC=C(OC2=CC=NC3=C2OCCN3C(=O)OC(C)(C)C)C=C1 tert-butyl 8-(4-aminophenoxy)-2,3-dihydro-4H-pyrido[3,2-b][1,4]oxazine-4-carboxylate